C1=C(C=C(C(=C1F)Br)F)[N+](=O)[O-] 3,5-difluoro-4-bromonitrobenzene